ethyl 5-[2-(3-amino-2,6-difluorophenyl)ethynyl]-1-[(4-methoxyphenyl)methyl]pyrazole-3-carboxylate NC=1C(=C(C(=CC1)F)C#CC1=CC(=NN1CC1=CC=C(C=C1)OC)C(=O)OCC)F